BrC1C2(CC3=CC=CC=C13)C1=CC=CC=C1C=1C=CC=CC12 bromo-1',3'-dihydrospiro-[fluorene-9,2'-indene]